2-hydroxy-6-({1-[(1H-1,2,4-triazol-3-yl)methyl]azetidin-3-yl}oxy)benzoic acid OC1=C(C(=O)O)C(=CC=C1)OC1CN(C1)CC1=NNC=N1